1,2,3-trimethyl-5-(1-methyl-2-propenyl)-3-cyclohexen-1-yl-carboxylic acid CC1(C(C(=CC(C1)C(C=C)C)C)C)C(=O)O